NC1=NC=2C=CC(=CC2C2=C1C=NN2C)C(=O)N(CC2=CC=C(C=C2)S(F)(F)(F)(F)F)CC 4-amino-N-ethyl-1-methyl-N-(4-(pentafluoro-lambda~6~-sulfanyl)benzyl)-1H-pyrazolo[4,3-c]quinoline-8-carboxamide